O[C@@H](CC(C(=O)N)=C)C=1C=NC=CC1 [(2S)-2-hydroxy-2-(3-pyridyl)ethyl]propenamide